OC1C(NCCO1)CCCS(=O)(=O)O 2-hydroxy-3-morpholinpropanesulfonic acid